C(#N)C1CCC(CC1)N1CC(C2=NC(=CC=C21)C(=O)OC)(C)C methyl 1-(4-cyanocyclohexyl)-3,3-dimethyl-2,3-dihydro-1H-pyrrolo[3,2-b]pyridine-5-carboxylate